1-((4AR,6R,7aS)-2-(4-isopropylbenzyloxy)-2-oxo-4H-furo[3,2-d][1,3,2]dioxaphosphorin-6-yl)-5-fluoropyrimidine-2,4(1H,3H)-dione C(C)(C)C1=CC=C(COP2(OCC3=C(O2)C=C(O3)N3C(NC(C(=C3)F)=O)=O)=O)C=C1